5-isocyanato-butadienyl-3,6-dicyano-phenol N(=C=O)C=1C=C(C(=C(C1C#N)O)C=CC=C)C#N